C(C=C)(=O)N1C[C@@H](N(C[C@H]1C)C=1C2=C(N(C(N1)=O)C=1C(=NC=CC1N(CC)CC)C(C)C)N=C(C(=C2)Cl)C2=C(C=CC=C2)C)C 4-((2S,5R)-4-acryloyl-2,5-dimethylpiperazin-1-yl)-6-chloro-1-(4-(diethylamino)-2-isopropylpyridin-3-yl)-7-(o-tolyl)pyrido[2,3-d]pyrimidin-2(1H)-one